BrC=1C(=CC(=C(C1)C1=CC=C2C(=CN=NC2=C1)NCC1=C(C=C(C=C1)OC)OC)C=1SC(=CN1)C(F)F)OC 7-[5-Bromo-2-[5-(difluoromethyl)thiazol-2-yl]-4-methoxy-phenyl]-N-[(2,4-dimethoxyphenyl)methyl]cinnolin-4-amine